The molecule is an optically active form of glutamic acid having L-configuration. It has a role as a nutraceutical, a micronutrient, an Escherichia coli metabolite, a mouse metabolite and a neurotransmitter. It is a glutamine family amino acid, a proteinogenic amino acid, a glutamic acid and a L-alpha-amino acid. It is a conjugate acid of a L-glutamate(1-). It is an enantiomer of a D-glutamic acid. C(CC(=O)O)[C@@H](C(=O)O)N